FC(OC1=CC=C(C=C1)NC(OC1CCN(CC1)C([C@H](CC)C)=O)=O)(F)F (S)-1-(2-methylbutanoyl)piperidin-4-yl (4-(trifluoromethoxy)phenyl)carbamate